C(CCCCCCCCCCCCCCCCCCC)OCC(OC(CCCCCCCCCCCCCCC)=O)CO O-eicosyl-2-palmitoyl-glycerol